C1(=CC=CC=C1)[S+](C1=CC=CC=C1)C1=CC=CC=C1.FC(S(=O)(=O)[O-])(F)F trifluoro-methanesulfonic acid triphenylsulfonium salt